ClC1=C(C=O)C=CC=C1O 2-CHLORO-3-HYDROXYBENZALDEHYDE